COC([C@@H](NC([C@@H](CCC1=CC=CC=C1)NS(=O)(=O)C)=O)C)=O ((R)-2-(Methanesulphonylamino)-4-phenylbutyryl)-L-alanine methyl ester